(E)-1-(2,4-Dihydroxyphenyl)-3-[4-[(2R,3R,4R,5S,6R)-3,4,5-trihydroxy-6-(hydroxymethyl)oxan-2-yl]oxyphenyl]prop-2-en-1-one OC1=C(C=CC(=C1)O)C(\C=C\C1=CC=C(C=C1)O[C@H]1O[C@@H]([C@H]([C@H]([C@H]1O)O)O)CO)=O